CCC(=NNC1=NC(=CS1)C2=CC=C(C=C2)Cl)CC The molecule is a member of the class of 1,3-thiazoles that is 2-[2-(pentan-3-ylidene)hydrazino]-1,3-thiazole carrying an additional 4-chlorophenyl substituent at position 4. It has a role as an EC 2.3.1.48 (histone acetyltransferase) inhibitor. It is a hydrazone, a member of 1,3-thiazoles and a member of monochlorobenzenes.